aminoEthyl-carboxylate 1,1,1,3,3,3-hexafluoro-propan-2-yl-(R or S)-1-(((6-(trifluoro-methyl)pyridin-2-yl)methyl)carbamoyl)-6-aza-spiro[2.5]octane-6-carboxylate FC(C(C(F)(F)F)OC(=O)N1CCC2(C[C@H]2C(NCC2=NC(=CC=C2)C(F)(F)F)=O)CC1)(F)F.NCCC(=O)O |o1:15|